3-methyl-4-[methoxybis(trimethylsiloxy)silyl]styrene CC=1C=C(C=C)C=CC1[Si](O[Si](C)(C)C)(O[Si](C)(C)C)OC